divinyltetrahydropyrimidin-2(1H)-one C(=C)N1C(N(CCC1)C=C)=O